(1R,4R)-N-{2-benzyl-2-azaspiro[3.3]heptan-6-yl}-5-(5-cyanopyrimidin-2-yl)-2,5-diazabicyclo[2.2.2]octane-2-carboxamide C(C1=CC=CC=C1)N1CC2(C1)CC(C2)NC(=O)N2[C@H]1CN([C@@H](C2)CC1)C1=NC=C(C=N1)C#N